N-[(2RS)-1-(aminooxy)-3-(2,4-dimethylphenyl)propan-2-yl]-3-(3-chloro-phenoxy)-6-methylpyridazine-4-carboxamide NOC[C@@H](CC1=C(C=C(C=C1)C)C)NC(=O)C1=C(N=NC(=C1)C)OC1=CC(=CC=C1)Cl |r|